2-(2-(2-methoxyl-methoxy-5-methylphenyl)-2-hydroxy-2-(4-methylphenyl)ethyl)-pyridine O(C)C1=C(C=C(C=C1OC)C)C(CC1=NC=CC=C1)(C1=CC=C(C=C1)C)O